NC(CP(O)(=O)CCCCCCCCCC)=NO (2-amino-2-(hydroxyimino)ethyl)(n-decyl)phosphinic acid